(R)-2-((S)-tert-butylsulfinyl)-1-methyl-2,6-diazaspiro[3.3]heptane C(C)(C)(C)[S@](=O)N1[C@@H](C2(C1)CNC2)C